CN1N=CC(=C1)CCOC1=NC(=CC(=N1)N1CCOCC1)OC1=CC(=NN1C)C1=CC=CC=C1 4-(2-(2-(1-methyl-1H-pyrazol-4-yl)ethoxy)-6-((1-methyl-3-phenyl-1H-pyrazol-5-yl)oxy)pyrimidin-4-yl)morpholine